4-cholestenic acid C(C(C)CCC[C@@H](C)[C@H]1CC[C@H]2[C@@H]3CCC4=CCCC[C@]4(C)[C@H]3CC[C@]12C)(=O)O